N-(6-(difluoromethyl)pyridin-2-yl)-6-methoxy-2-((tetrahydrofuran-3-yl)methyl)-2H-indazole-5-carboxamide FC(C1=CC=CC(=N1)NC(=O)C1=CC2=CN(N=C2C=C1OC)CC1COCC1)F